dibenzyl-8,11-dioxadispiro[3.2.47.24]tridecan-2-amine C(C1=CC=CC=C1)C1(C(CC12CCC1(OCCO1)CC2)N)CC2=CC=CC=C2